(1S,2S)-2-(((2-methyl-1H-imidazol-4-yl)methyl)amino)cyclohexan-1-ol CC=1NC=C(N1)CN[C@@H]1[C@H](CCCC1)O